FC1=CC=C(C=2N=C(SC21)N)C2=CC=C1C(=NC(=NC1=C2F)OC[C@]21CCCN1C[C@@H](C2)F)N2CC1(C2)NCCNC1 7-fluoro-4-(8-fluoro-2-(((2R,7aS)-2-fluorotetrahydro-1H-pyrrolizin-7a(5H)-yl)methoxy)-4-(2,5,8-triazaspiro[3.5]nonan-2-yl)quinazolin-7-yl)benzo[d]thiazol-2-amine